3-(5-((2-((cyclohexylmethyl)amino)cyclohexyl)amino)-1-oxoisoindolin-2-yl)piperidine-2,6-dione C1(CCCCC1)CNC1C(CCCC1)NC=1C=C2CN(C(C2=CC1)=O)C1C(NC(CC1)=O)=O